5,5-diethylpyrrolidine-3-carboxylic acid C(C)C1(CC(CN1)C(=O)O)CC